(R)-N-(2-methoxy-5-(4-(trifluoromethyl)phenoxy)phenyl)-1-(2-methoxyacetyl)pyrrolidine-2-carboxamide COC1=C(C=C(C=C1)OC1=CC=C(C=C1)C(F)(F)F)NC(=O)[C@@H]1N(CCC1)C(COC)=O